N,N'-di-t-butyl-butane-2,3-diimine C(C)(C)(C)N=C(C)C(C)=NC(C)(C)C